[Mn].[Mn].[Ni].[Li] lithium nickel-manganese manganese